5-cyclopropylphenyl-dimethylphosphine oxide C1(CC1)C=1C=CC=C(C1)P(C)(C)=O